Cl.[Si](C)(C)(C(C)(C)C)OC1CCC(CC1)NC1=NC=CC(=N1)C(N)=N 2-(((1s,4s)-4-((tert-butyldimethylsilyl)oxy)cyclohexyl)amino)pyrimidine-4-carboximidamide hydrochloride